(2S,3R,4S,6S)-4-(acetyloxy)-6-(aminooxy)-2-methyloxan-3-yl acetate C(C)(=O)O[C@@H]1[C@@H](O[C@H](C[C@@H]1OC(C)=O)ON)C